Non-5-ene-2-carboxylic acid tert-butyl ester C(C)(C)(C)OC(=O)C(C)CCC=CCCC